C(C(O)CC(=O)[O-])(=O)[O-].C(C(O)CC(=O)[O-])(=O)[O-].[Li+].[Li+].[Li+].[Li+] lithium dimalate